(1S,2r)-2-((S)-5-chloro-8-((3-methylisoxazolo[5,4-b]pyridin-6-yl)methoxy)-1-((2-oxopyrrolidin-1-yl)methyl)-1,2,3,4-tetrahydroisoquinoline-2-carbonyl)cyclohexane-1-carboxylic acid ClC1=C2CCN([C@@H](C2=C(C=C1)OCC1=CC=C2C(=N1)ON=C2C)CN2C(CCC2)=O)C(=O)[C@H]2[C@H](CCCC2)C(=O)O